(S)-6-carbamothioyl-N-(4-methyl-5-(2-(1,1,1-trifluoro-2-methylpropan-2-yl)pyridin-4-yl)thiazol-2-yl)-5-azaspiro[2.4]heptane-5-carboxamide C(N)(=S)[C@H]1N(CC2(CC2)C1)C(=O)NC=1SC(=C(N1)C)C1=CC(=NC=C1)C(C(F)(F)F)(C)C